3-hydroxy-6,7-dihydro-1,7-naphthyridin-8(5H)-one OC=1C=NC=2C(NCCC2C1)=O